tert-butyl 4-((6-cyano-2H-indazol-2-yl)(2,2-difluoro-3-(methoxycarbonyl)cyclopropyl)methyl)-5-methoxy-7-methyl-1H-indole-1-carboxylate C(#N)C=1C=CC2=CN(N=C2C1)C(C1=C2C=CN(C2=C(C=C1OC)C)C(=O)OC(C)(C)C)C1C(C1C(=O)OC)(F)F